(E)-2-methyl-N-((4-(methylsulfanyl)thiophen-2-yl)methylene)propane-2-sulfinamide CC(C)(C)S(=O)/N=C/C=1SC=C(C1)SC